ClC=1C=NN(C(C1Cl)=O)[C@@H](C(=O)NC1=CC(=C(C=C1)C)S(=O)(=O)N1CCN(CCC1)C)CO |r| (rac)-2-(4,5-dichloro-6-oxo-pyridazin-1-yl)-3-hydroxy-N-[4-methyl-3-[(4-methyl-1,4-diazepan-1-yl)sulfonyl]phenyl]propanamide